C(#N)C1(CC1)N(C(OC(C)(C)C)=O)S(=O)(=O)C1=CC2=C(NC(N(C2=O)CC=2C=NN(C2)C)=O)S1 tert-Butyl (1-cyanocyclopropyl)((3-((1-methyl-1H-pyrazol-4-yl)methyl)-2,4-dioxo-1,2,3,4-tetrahydrothieno[2,3-d]pyrimidin-6-yl)sulfonyl)carbamate